5'-(4-aminoazepan-1-carbonyl)-2'',3-difluoro-4''-(2-methoxyethyl)-[1,1':2',1''-terphenyl]-4-carbonitrile NC1CCN(CCC1)C(=O)C1=CC=C(C(=C1)C1=CC(=C(C=C1)C#N)F)C1=C(C=C(C=C1)CCOC)F